N-((6-(2-(1H-tetrazol-1-yl)ethyl)-5-chloro-1H-indol-2-yl)methyl)-1-methylcyclopropane-1-carboxamide N1(N=NN=C1)CCC1=C(C=C2C=C(NC2=C1)CNC(=O)C1(CC1)C)Cl